(3S,4R)-4-((5-chloro-4-(4-fluoro-1-((1R,2R)-2-hydroxy-2-methylcyclopentyl)-2-methyl-1H-benzo[d]imidazol-6-yl)pyrimidin-2-yl)amino)tetrahydro-2H-pyran-3-ol ClC=1C(=NC(=NC1)N[C@H]1[C@@H](COCC1)O)C=1C=C(C2=C(N(C(=N2)C)[C@H]2[C@](CCC2)(C)O)C1)F